C(CCCCC)OC(=O)C1CCC1 cyclobutane-1-carboxylic acid hexyl ester